FC1=C(C(=O)N2CCN(CC2)C(CC#N)=O)C=C(C=C1)CC1=NNC(C2=CC=C(C=C12)C#CC)=O 3-(4-(2-Fluoro-5-((4-oxo-7-(prop-1-ynyl)-3,4-dihydrophthalazin-1-yl)methyl)benzoyl)piperazin-1-yl)-3-oxopropanenitrile